[Pd].C1CC12[C@@H](CC1(OCCO1)CC2)CN |r| rac-(7,10-Dioxadispiro[2.2.46.23]dodecan-4-yl)methanamine Palladium